2-[6-fluoro-2-oxo-1'-(1H-pyrazolo[3,4-b]pyridine-5-carbonyl)spiro[indole-3,4'-piperidin]-1-yl]-N-(2,2,2-trifluoroethyl)acetamide FC1=CC=C2C(=C1)N(C(C21CCN(CC1)C(=O)C=1C=C2C(=NC1)NN=C2)=O)CC(=O)NCC(F)(F)F